FC1=C(C=CC=C1)C1=C(C(=NC=C1)C1N(CC(C1)C(F)(F)F)C)NC(=O)C=1C=NC(=NC1)C(C)C N-(4-(2-fluorophenyl)-2-(1-methyl-4-(trifluoromethyl)pyrrolidin-2-yl)pyridin-3-yl)-2-isopropylpyrimidine-5-carboxamide